COC1=CC=C(CN(C2=CC(=CC(=N2)C2=C(C=C3C(=NC(=NC3=C2F)F)N2C[C@@H](N(CC2)C(=O)OC(C)(C)C)CC#N)Cl)C)CC2=CC=C(C=C2)OC)C=C1 tert-butyl (S)-4-(7-(6-(bis(4-methoxybenzyl)amino)-4-methylpyridin-2-yl)-6-chloro-2,8-difluoroquinazolin-4-yl)-2-(cyanomethyl)piperazine-1-carboxylate